methyl 3-(4-(((tert-butoxycarbonyl) amino) methyl) piperidin-1-yl)-5-fluorobenzoate C(C)(C)(C)OC(=O)NCC1CCN(CC1)C=1C=C(C(=O)OC)C=C(C1)F